trans-1,1'-(1,4-cyclohexandiyl)bis(1-ethylpiperidinium) diiodide [I-].[I-].[C@H]1(CC[C@H](CC1)[N+]1(CCCCC1)CC)[N+]1(CCCCC1)CC